1-[5-(5-chloro-2-methoxypyridin-4-yl)-1H-pyrazole-3-carbonyl]-N-({2,3-dimethylimidazo[1,2-a]pyridin-7-yl}methyl)piperidine-4-carboxamide ClC=1C(=CC(=NC1)OC)C1=CC(=NN1)C(=O)N1CCC(CC1)C(=O)NCC1=CC=2N(C=C1)C(=C(N2)C)C